O1CCOC12CCC(CC2)=CC(=O)OCC ethyl 2-(1,4-dioxaspiro[4.5]decan-8-ylidene)acetate